CN(CCCN1C=CC=C1)C N,N-Dimethyl-3-(1H-pyrrol-1-yl)propan-1-amine